4-bromo-2-oxoindoline-6-carboxylic Acid Methyl Ester COC(=O)C1=CC(=C2CC(NC2=C1)=O)Br